ClC=1C(=NC(=NC1)NC1CCOCC1)C=1C=C2C(=NC1)CN(C2=O)[C@@H](C(=O)N[C@H](CO)C2=NC(=CC=C2)OC)C (2R)-2-(3-{5-chloro-2-[(Oxan-4-yl)amino]pyrimidin-4-yl}-5-oxo-5H,6H,7H-pyrrolo[3,4-b]pyridin-6-yl)-N-[(1S)-2-hydroxy-1-(6-methoxypyridin-2-yl)ethyl]propionamide